N-(2-((tert-butyldimethylsilyl)oxy)-5-(1-oxo-7-phenyl-1,3,4,5-tetrahydro-2H-benzo[c]azepin-2-yl)phenyl)methanesulfonamide [Si](C)(C)(C(C)(C)C)OC1=C(C=C(C=C1)N1C(C2=C(CCC1)C=C(C=C2)C2=CC=CC=C2)=O)NS(=O)(=O)C